C1(CC1)C=1C=C(OC=2C(=CC(=NC2)S(=O)(=O)C)C(=O)NCC(F)C2=C(C=C(C=C2)Cl)Cl)C=CC1 5-(3-cyclopropyl-phenoxy)-N-[2-(2,4-dichlorophenyl)-2-fluoro-ethyl]-2-methylsulfonyl-pyridine-4-carboxamide